C1(CCCC1)NC1=NC(=CC=C1NC1COC1)C=1C=NC=CC1 N2-cyclopentyl-N3-(oxetan-3-yl)-6-(3-pyridyl)pyridine-2,3-diamine